C(C)OC(=O)C=1C=NC=CC1 Ethyl-3-pyridinecarboxylate